NC1=C(C(=C2N(C(CN(S2(=O)=O)CCCC)C(=O)O)C1=O)C1=CC(=CC=C1)C(F)(F)F)CC1=CC=CC2=CC=CC=C12 7-amino-2-butyl-8-(naphthalen-1-ylmethyl)-6-oxo-9-(3-(trifluoromethyl)phenyl)-3,4-dihydro-2H,6H-pyrido[1,2-e][1,2,5]thiadiazine-4-carboxylic acid 1,1-dioxide